C(C)(C)(C)OC(=O)N1CC=2N(CC1)C(=NN2)Br 3-Bromo-5,6-dihydro[1,2,4]triazolo[4,3-a]pyrazine-7(8H)-carboxylic acid tert-butyl ester